N-((1R)-3-cyano-3-azabicyclo[3.2.0]heptan-1-yl)-5-(2-phenoxyphenyl)-1H-pyrazole-3-carboxamide C(#N)N1C[C@]2(CCC2C1)NC(=O)C1=NNC(=C1)C1=C(C=CC=C1)OC1=CC=CC=C1